(3R)-3-(7-{[(4R)-8-Chloro-4-ethyl-7-fluoro-1,1-dioxido-3,4-dihydro-2H-5,1,2-benzoxathiazepin-2-yl]methyl}-2,3-dihydro-1H-inden-5-yl)-3-(1,4-dimethyl-1H-benzotriazol-5-yl)propanoic acid ClC1=CC2=C(O[C@@H](CN(S2(=O)=O)CC=2C=C(C=C3CCCC23)[C@@H](CC(=O)O)C2=C(C3=C(N(N=N3)C)C=C2)C)CC)C=C1F